3-ethoxycarbonylmethylene-azetidine C(C)OC(=O)C=C1CNC1